3-(4-(2-(4-methoxyphenyl)propan-2-yl)thiazol-2-yl-ureidomethyl)-2-(3-methylpiperazin-1-yl)benzamide lithium 2-(tert-butyl)-2-decylpropanate C(C)(C)(C)C(C(=O)[O-])(C)CCCCCCCCCC.[Li+].COC1=CC=C(C=C1)C(C)(C)C=1N=C(SC1)C(C=1C(=C(C(=O)N)C=CC1)N1CC(NCC1)C)NC(=O)N